6-[(3S)-3-(cyanomethyl)piperazin-1-yl]-N-(3-hydroxy-1-naphthyl)-2-[(1-methyl-2-piperidyl)methylamino]pyrimidine-4-carboxamide C(#N)C[C@H]1CN(CCN1)C1=CC(=NC(=N1)NCC1N(CCCC1)C)C(=O)NC1=CC(=CC2=CC=CC=C12)O